COCCNC(C)O 2-methoxyethylaminoethanol